4-(4-(3-methoxyphenyl)piperazin-1-yl)butan-1-amine COC=1C=C(C=CC1)N1CCN(CC1)CCCCN